OCCN1CCN(CC1)CCONC(=O)C1=CC=C(C=C1)N\C(=C\1/C(NC2=CC(=CC=C12)C(=O)OC)=O)\C1=CC=CC=C1 (Z)-Methyl 3-(((4-((2-(4-(2-hydroxyethyl)piperazin-1-yl)ethoxy)carbamoyl)phenyl)amino)(phenyl)methylene)-2-oxoindoline-6-carboxylate